C(C)(=O)OCC(CC(CCCCCCCCCCCC=C)O)O 1-acetoxy-2,4-dihydroxyheptadec-16-ene